3-(2-fluorophenyl)chromane-7-carboxylic acid FC1=C(C=CC=C1)C1COC2=CC(=CC=C2C1)C(=O)O